n-heptyl-4-cyanobiphenyl C(CCCCCC)C1=C(C=CC(=C1)C#N)C1=CC=CC=C1